C(C1=CC=CC=C1)OC(=O)N[C@@H](C(=O)OCC1=CC=CC=C1)CNC(C1=CC(=CC(=C1)F)C1=C(SC=C1)CC)=O (R)-benzyl 2-(((benzyloxy)carbonyl)amino)-3-(3-(2-ethylthiophen-3-yl)-5-fluorobenzamido)propanoate